3-cyano-2-isopropyl-N-[1-[2-(4-pyridyl)cyclopropyl]indazol-6-yl]benzamide C(#N)C=1C(=C(C(=O)NC2=CC=C3C=NN(C3=C2)C2C(C2)C2=CC=NC=C2)C=CC1)C(C)C